oxindolespiro-bicyclo[2.2.1]heptane C12C3(CC(CC1)C2)C(NC2=CC=CC=C23)=O